Cl.CN(C)CC1=NN2C(C(=CC=C2)C(=O)O)=N1 2-[(dimethylamino)methyl]-[1,2,4]triazolo[1,5-a]pyridine-8-carboxylic acid hydrochloride